decyl 3,5-diaminobenzoate NC=1C=C(C(=O)OCCCCCCCCCC)C=C(C1)N